1,2,3-trimethyl-1,4,5,6-Tetrahydropyrimidinium C[NH+]1C(N(CCC1)C)C